ethylene dibutyrate C(CCC)(=O)OCCOC(CCC)=O